2-{4-amino-1-tert-butyl-1H-pyrazolo[3,4-d]pyrimidin-3-yl}-3-chloro-N-(1-methylpiperidin-4-yl)-1H-indole-6-carboxamide NC1=C2C(=NC=N1)N(N=C2C=2NC1=CC(=CC=C1C2Cl)C(=O)NC2CCN(CC2)C)C(C)(C)C